FC1=C(C(=CC=C1)CO)NC=1N=C(N=NC1C(=O)N)NC=1C=C2CCNCC2=CC1OC ((2-fluoro-6-(hydroxymethyl)phenyl)amino)-3-((7-methoxy-1,2,3,4-tetrahydroisoquinolin-6-yl)amino)-1,2,4-triazine-6-carboxamide